sodium thiourea propanesulfonate C(CC)S(=O)(=O)[O-].NC(=S)N.[Na+]